5-((((R)-1,2-dimethylpyrrolidin-2-yl)methyl)(methyl)amino)-2-methyl-N-((R)-1-(naphthalen-1-yl)ethyl)benzamide CN1[C@@](CCC1)(C)CN(C=1C=CC(=C(C(=O)N[C@H](C)C2=CC=CC3=CC=CC=C23)C1)C)C